aluminum phosphinate salt [PH2]([O-])=O.[Al+3].[PH2]([O-])=O.[PH2]([O-])=O